Tert-butyl isoamyl(methyl)carbamate C(CC(C)C)N(C(OC(C)(C)C)=O)C